3-(2-bromophenyl)5-(2,3-dihydrobenzo[1,4]dioxin-6-yl)-N-phenyl-4,5-dihydro-1h-pyrazole-1-thioamide BrC1=C(C=CC=C1)C1=NN(C(C1)C1=CC2=C(OCCO2)C=C1)C(NC1=CC=CC=C1)=S